diisopropylamine benzoate C(C1=CC=CC=C1)(=O)O.C(C)(C)NC(C)C